N-methyl-piperazine-1-sulfonamide CNS(=O)(=O)N1CCNCC1